5-cyclopropyl-8-(4-ethoxy-3-methyl-phenyl)-4-[(1-naphthyl)methyl]-2-oxo-7-thia-1-azabicyclo[4.3.0]non-3,5,8-triene-9-carboxylic acid C1(CC1)C=1C(=CC(N2C(=C(SC12)C1=CC(=C(C=C1)OCC)C)C(=O)O)=O)CC1=CC=CC2=CC=CC=C12